FC(C=1C=CC(=NC1CC)OC1CCC2(CNC2)CC1)F 7-((5-(Difluoromethyl)-6-ethylpyridin-2-yl)oxy)-2-azaspiro[3.5]nonan